(S)-N-(1-((tert-butyldiphenylsilyl)oxy)propan-2-yl)-2-(3-(1-cyclopropyl-1H-pyrazol-4-yl)-5-(4-(difluoromethyl)phenyl)pyrazin-2-yl)hydrazine [Si](C1=CC=CC=C1)(C1=CC=CC=C1)(C(C)(C)C)OC[C@H](C)NNC1=NC=C(N=C1C=1C=NN(C1)C1CC1)C1=CC=C(C=C1)C(F)F